(1r,3s)-N-methyl-3-(6-(4-phenylpiperazine-1-carbonyl)-2-(3,4,5-trimethoxyphenyl)-1H-benzo[d]imidazol-1-yl)cyclobutane-1-carboxamide CNC(=O)C1CC(C1)N1C(=NC2=C1C=C(C=C2)C(=O)N2CCN(CC2)C2=CC=CC=C2)C2=CC(=C(C(=C2)OC)OC)OC